4-Vinylcyclohexane C(=C)C1CCCCC1